((5-Chloro-8-hydroxyquinolin-7-yl)(3-cyanophenyl)methyl)butyramide ClC1=C2C=CC=NC2=C(C(=C1)C(C1=CC(=CC=C1)C#N)C(C(=O)N)CC)O